3-((1R,4R,5R)-2-(tert-butoxycarbonyl)-3-oxo-2-azabicyclo[3.1.0]hexan-4-yl)-2-((tert-butoxycarbonyl)amino)propanoic acid C(C)(C)(C)OC(=O)N1[C@@H]2C[C@@H]2[C@H](C1=O)CC(C(=O)O)NC(=O)OC(C)(C)C